2-(benzofuran-4-yl)octahydropyrrolo[3,4-c]pyrrole hydrochloride Cl.O1C=CC2=C1C=CC=C2N2CC1CNCC1C2